C(C=C)(=O)OCCCCCCC[Si](OCC)(OCC)C acryloyloxyheptylmethyldiethoxysilane